tert-butyl 3-(hexylcarbamoyl)-4-octylpiperazine-1-carboxylate C(CCCCC)NC(=O)C1CN(CCN1CCCCCCCC)C(=O)OC(C)(C)C